morpholino-(2,3,4-trimethyl-5-nitro-phenyl)methanone tert-butyl-3-(bromomethyl)-4'-fluoro-2'-methoxy-[1,1'-biphenyl]-2-carboxylate C(C)(C)(C)OC(=O)C=1C(=CC=CC1CBr)C1=C(C=C(C=C1)F)OC.O1CCN(CC1)C(=O)C1=C(C(=C(C(=C1)[N+](=O)[O-])C)C)C